(1R,3S)-3-(3-{[(2-meth-oxy-1,3-thiazol-5-yl)-acetyl]amino}-1H-pyrazol-5-yl)cyclopentyl propylcarbamate C(CC)NC(O[C@H]1C[C@H](CC1)C1=CC(=NN1)NC(CC1=CN=C(S1)OC)=O)=O